ClC1=CC(=C(C(=C1)C)C1=CC(=C(C(=C1)C)F)[C@H](CC(=O)O)NC([C@H](CC(C)C)NC(=O)C1=NC(=CC=C1)CCCN1CC(C1)OC)=O)C (3S)-3-{4'-chloro-4-fluoro-2',5,6'-trimethyl-[1,1'-biphenyl]-3-yl}-3-[(2S)-2-({6-[3-(3-methoxyazetidin-1-yl)propyl]pyridin-2-yl}formamido)-4-methylpentanamido]propanoic acid